3-(4-((4-(4-((1S,2R)-6-hydroxy-2-phenyl-1,2,3,4-tetrahydronaphthalen-1-yl)phenyl)piperazin-1-yl)methyl)phenyl)piperidine-2,6-dione OC=1C=C2CC[C@H]([C@H](C2=CC1)C1=CC=C(C=C1)N1CCN(CC1)CC1=CC=C(C=C1)C1C(NC(CC1)=O)=O)C1=CC=CC=C1